3-(1-allylmethylpyrrolidin-3-yl)-N-(1-cyanocyclopropyl)-8-(4-isobutyrylpiperazin-1-yl)imidazo[1,2-a]pyridine-6-sulphonamide C(C=C)CN1CC(CC1)C1=CN=C2N1C=C(C=C2N2CCN(CC2)C(C(C)C)=O)S(=O)(=O)NC2(CC2)C#N